(3S)-1-[[3-bromo-5-(trifluoromethyl)-1-[[2-(trimethylsilyl)ethoxy]methyl]-1H-pyrazolo[4,3-b]pyridin-7-yl]methyl]-3-fluoropyrrolidine BrC1=NN(C=2C1=NC(=CC2CN2C[C@H](CC2)F)C(F)(F)F)COCC[Si](C)(C)C